FC=1C(=NC=CC1)C1C(CC1)C=1NC(C2=C(N1)N(N=C2C#N)[C@@H](C)C=2C=NC(=CC2)C(F)(F)F)=O 6-(2-(3-fluoropyridin-2-yl)cyclobutyl)-4-oxo-1-((S)-1-(6-(trifluoromethyl)pyridin-3-yl)ethyl)-4,5-dihydro-1H-pyrazolo[3,4-d]pyrimidine-3-carbonitrile